5-(((2S)-1-((2-methyl-5-(2-(piperidin-3-yl)ethoxy)benzyl)amino)-1-oxo-4-phenylbutan-2-yl)amino)-5-oxopentanoic acid CC1=C(CNC([C@H](CCC2=CC=CC=C2)NC(CCCC(=O)O)=O)=O)C=C(C=C1)OCCC1CNCCC1